CN1N=CC(=C1)C1=NOC(=N1)C=O [3-(1-methyl-1H-pyrazol-4-yl)-1,2,4-oxadiazol-5-yl]methanone